7-methylbenzo[d]thiazol-2-amine CC1=CC=CC=2N=C(SC21)N